2-(2-Cyclopropylpyridin-3-yl)-2-(methylsulfonyloxy)acetic acid ethyl ester C(C)OC(C(OS(=O)(=O)C)C=1C(=NC=CC1)C1CC1)=O